6-cyclopropylpyrazin C1(CC1)C1=CN=CC=N1